2-{8-[(2E)-4-(dimethylamino)but-2-enamido]naphthalen-2-yl}-N-(1-methylpiperidin-4-yl)pyrimidine-4-carboxamide CN(C/C=C/C(=O)NC=1C=CC=C2C=CC(=CC12)C1=NC=CC(=N1)C(=O)NC1CCN(CC1)C)C